C(C)(C)(C)OC(=O)N1CC(C1)CN1CC(C1)OC 3-((3-methoxyazetidin-1-yl)methyl)azetidinecarboxylic acid tert-butyl ester